CC=1C(=C(C(=C(C1)C1=C(C(=CC=2C3=CC=CC=C3CC12)C)C)C1=CC=CC=2[Se]C3=C(C21)C=CC=C3)C3=NN=NC(=C3C3=CC=CC=C3)C3=CC=CC=C3)C dimethyl-(diphenyltriazinyl)(dibenzoselenophenyl)(dimethylfluorenyl)benzene